O1CCOC12CCC(CC2)C2=C(C=C(NC1C(NC(CC1)=O)=O)C=C2)F 3-[4-(1,4-dioxaspiro[4.5]decan-8-yl)-3-fluoro-anilino]piperidine-2,6-dione